ClC=1C=C(C=CC1F)NC(N(CCS(=O)(=O)C)C1COCC=2NC(C=3C=C(C(=CC3C21)F)F)=O)=O 3-(3-chloro-4-fluorophenyl)-1-(8,9-difluoro-6-oxo-1,4,5,6-tetrahydro-2H-pyrano[3,4-c]isoquinolin-1-yl)-1-(2-(methylsulfonyl)ethyl)urea